7,8-dichloro-4-(1H-imidazol-1-yl)quinoline-2-carbaldehyde ClC1=CC=C2C(=CC(=NC2=C1Cl)C=O)N1C=NC=C1